C(C)OP(C1=CC=CC=C1)(C(C1=C(C=C(C=C1C)C)C)=O)=O ethoxy(2,4,6-trimethylbenzoyl)phenyl-phosphine oxide